FC1=C(C=CC=C1)CC(=O)N1CC(CCC1)C1=NC(=C2N1C=CC=C2)C2=CC(=CC=C2)OC 2-(2-fluorophenyl)-1-(3-(1-(3-methoxyphenyl)imidazo[1,5-a]pyridin-3-yl)piperidin-1-yl)ethan-1-one